1-(8-{4-[(3-methyl-4-{[1,2,4]triazolo[1,5-a]pyridin-7-yloxy}phenyl)amino]pyrido[3,2-d]pyrimidin-6-yl}-3,8-diazabicyclo[3.2.1]octan-3-yl)but-2-yn-1-one CC=1C=C(C=CC1OC1=CC=2N(C=C1)N=CN2)NC=2C1=C(N=CN2)C=CC(=N1)N1C2CN(CC1CC2)C(C#CC)=O